C(#N)C1=CC=C2C(=N1)N(N=C2C2=NC(=NC=C2C(F)(F)F)N[C@H]2CC[C@@H](N(C2)C(=O)OCC2=CC=CC=C2)C)C2OCCCC2 Benzyl (2S,5S)-5-[[4-(6-cyano-1-tetrahydropyran-2-yl-pyrazolo[3,4-b]pyridin-3-yl)-5-(trifluoromethyl)pyrimidin-2-yl]amino]-2-methyl-piperidine-1-carboxylate